CN[C@@H]1CN(CC1)C(=O)C1=NN(C(=C1)C1=CC=C(C#N)C=C1)C1=CC=C(C=C1)C (S)-4-(3-(3-(methylamino)pyrrolidine-1-carbonyl)-1-(p-tolyl)-1H-pyrazol-5-yl)benzonitrile